3-cyano-benzene isocyanate [N-]=C=O.C(#N)C=1C=CC=CC1